COC=1C(CCCN1)C 6-Methoxy-5-methyl-2,3,4,5-tetrahydropyridine